FC(C1=C(C=C2CCCN(C2=C1)C=1C=C(C=C2CCNCC12)C1CCN(CC1)OC)C=1C=NN(C1)C)F 7-(difluoromethyl)-1-[6-(1-methoxypiperidin-4-yl)-1,2,3,4-tetrahydroisoquinoline-8-yl]-6-(1-methylpyrazol-4-yl)-3,4-dihydro-2H-quinoline